2,6-dimethyl-9,10-bis[2-carboxy(3,6-methano-4-methyl-4-cyclohexenyl)]carbonyloxyanthracene CC1=CC2=C(C3=CC=C(C=C3C(=C2C=C1)OC(=O)C1C(C2C(=CC1C2)C)C(=O)O)C)OC(=O)C2C(C1C(=CC2C1)C)C(=O)O